tert-butyl (E)-3-(4-(3-amino-6-(2-hydroxyphenyl) pyridazin-4-yl)piperazin-1-yl)acrylate NC=1N=NC(=CC1N1CCN(CC1)/C=C/C(=O)OC(C)(C)C)C1=C(C=CC=C1)O